[Al+3].C(C(O)C)(=O)[O-].C(C(O)C)(=O)[O-].C(C(O)C)(=O)[O-] Lactate aluminum